tert-butyl (S)-5-amino-4-(5-bromo-6-fluoro-1-oxoisoindolin-2-yl)-5-oxopentanoate NC([C@H](CCC(=O)OC(C)(C)C)N1C(C2=CC(=C(C=C2C1)Br)F)=O)=O